5-[1-(4-chloro-2,6-difluorophenoxy)-1-methylethyl]-4-methyl-4H-1,2,4-triazol-3-yl-3-fluorobenzamide ClC1=CC(=C(OC(C)(C)C=2N(C(=NN2)C2=C(C(=O)N)C=CC=C2F)C)C(=C1)F)F